(P)-3-bromo-4-((6-fluoropyridin-2-yl)methoxy)-6''-(2-hydroxypropan-2-yl)-3'',5',6-trimethyl-2H-[1,4':2',2''-terpyridin]-2-one BrC=1C(N(C(=CC1OCC1=NC(=CC=C1)F)C)C1=CC(=NC=C1C)C1=NC(=CC=C1C)C(C)(C)O)=O